Z-linalool C=CC(O)(C)CCC=C(C)C